3-(4-{4-[4-(1-Hydroxy-1-methyl-ethyl)-piperidin-1-ylmethyl]-benzyloxy}-1-oxo-1,3-dihydro-isoindol-2-yl)-piperidine-2,6-dione OC(C)(C)C1CCN(CC1)CC1=CC=C(COC2=C3CN(C(C3=CC=C2)=O)C2C(NC(CC2)=O)=O)C=C1